tert-butyl-hydroxyanisol C(C)(C)(C)C=1C(=C(C=CC1)OC)O